O1C(=NC2=C1C=CC=C2)C2=NCCC1=C2N=CN1 4-(benzo[d]oxazol-2-yl)-6,7-dihydro-1H-imidazo[4,5-c]pyridin